O1CCC(CC1)C1=C(C=CC=C1)C(CCO)CCO 3-(2-(tetrahydro-2H-pyran-4-yl)phenyl)pentane-1,5-diol